C1(NCCC2=CC=CC=C12)=O 3,4-dihydroisoquinoline-1-one